(4-((2,5-dioxopyrrolidin-1-yl)oxy)-4-oxobutyl)triphenylphosphine O=C1N(C(CC1)=O)OC(CCCC1=C(C=CC=C1)P(C1=CC=CC=C1)C1=CC=CC=C1)=O